(S)-8-(phenylsulfonyl)-3-(2-(4-(p-tolyl)piperazin-1-yl)ethyl)-2-oxa-8-azaspiro[4.5]decan-1-one C1(=CC=CC=C1)S(=O)(=O)N1CCC2(C[C@H](OC2=O)CCN2CCN(CC2)C2=CC=C(C=C2)C)CC1